C(C)(C)(C)P(CCP(C(C)(C)C)C(C)(C)C)C(C)(C)C 1,2-bis(ditertbutylphosphino)ethane